CC1=NN=C2N1C1=C(C(=C(C=C1NC2(C)C)C)C2=C1C=CN(C1=CC=C2)S(=O)(=O)C)C 1,4,4,7,9-Pentamethyl-8-(1-methylsulfonyl-1H-indol-4-yl)-5H-[1,2,4]triazolo[4,3-a]quinoxaline